CNC[C@H]1OCCC2=CC=CC(=C12)C (S)-N-methyl-1-(8-methylisochroman-1-yl)methylamine